C(\C=C\C=C\CCCCC)=O (E,E)-2,4-decdienal